3-(4-amino-6-oxo-6,8-dihydro-7H-furo[2,3-e]isoindol-7-yl)piperidine-2,6-dione NC1=C2C(=C3CN(C(C3=C1)=O)C1C(NC(CC1)=O)=O)OC=C2